1-(7-(Thiophen-2-yl)quinolin-5-yl)cyclopropanamine S1C(=CC=C1)C1=CC(=C2C=CC=NC2=C1)C1(CC1)N